N[C@@H]1CN(C[C@H](C1)F)C1=CC(=CC=2N(C=3N(C21)C=CN3)C=3SC(=NN3)C(F)F)S(=O)(=O)NC3(CC3)C (3S,5S)-5-(3-amino-5-fluoropiperidin-1-yl)-9-(5-(difluoromethyl)-1,3,4-thiadiazol-2-yl)-N-(1-methylcyclopropyl)-9H-benzo[d]imidazo[1,2-a]imidazole-7-sulfonamide